C(C)(C)(C)C1=CC=C(C=C1)N1C(C2(CCOC2=O)CC1)=O 7-(4-tert-butylphenyl)-2-oxa-7-azaspiro[4.4]nonane-1,6-dione